FC=1C(=C(C(=O)N)C=C(C1F)CC1=C(C(=NC=C1)NS(NC)(=O)=O)F)NC=1C=CC2=C(C=CS2)C1F 3,4-Difluoro-2-[(4-fluoro-1-benzothiophen-5-yl)amino]-5-[[3-fluoro-2-(methylsulfamoylamino)pyridin-4-yl]methyl]benzamide